[Se].[V] Vanadium selenium